CC(CCC1=C(C=C(C=C1O)F)O)CCCC(C)C 2-(3,7-Dimethyloctyl)-5-fluorobenzene-1,3-diol